N1(CCC1)C1=NC=C(C=N1)CN1N=CC(=N1)C(=O)N[C@@H]1C[C@@H](C1)C1=C(C=CC(=C1)Cl)C#N 2-((2-(Azetidin-1-yl)pyrimidin-5-yl)methyl)-N-((cis)-3-(5-chloro-2-cyanophenyl)cyclobutyl)-2H-1,2,3-triazole-4-carboxamide